1-(2-amino-2-oxoethyl)-1H-pyrazole-5-boronic acid NC(CN1N=CC=C1B(O)O)=O